C1(=CC=CC=C1)[C@@H]1CCC2=NN(C(N21)=O)C2CC(C2)N2N=CC(=C2)C=2C=NC=CC2 (S)-5-phenyl-2-((1R,3S)-3-(4-(pyridin-3-yl)-1H-pyrazol-1-yl)cyclobutyl)-2,5,6,7-tetrahydro-3H-pyrrolo[2,1-c][1,2,4]triazol-3-one